isocyanato-n-butyltrimethoxysilane N(=C=O)CO[Si](OC)(OC)CCCC